2-amino-N-((3,5-difluoro-2-pyridinyl)methyl)-3-methyl-N-((5-(trifluoromethyl)-2-pyridinyl)methyl)-6-quinolinecarboxamide NC1=NC2=CC=C(C=C2C=C1C)C(=O)N(CC1=NC=C(C=C1)C(F)(F)F)CC1=NC=C(C=C1F)F